ClC1=CC2=C(N(C(N=C2N2C[C@H](N(CC2)C(=O)OC(C)(C)C)C)=O)C=2C(=NC=CC2C)C(C)C)N=C1C1=C(C=CC=C1)F (M)-tert-butyl (R)-4-(6-chloro-7-(2-fluorophenyl)-1-(2-isopropyl-4-methylpyridin-3-yl)-2-oxo-1,2-dihydropyrido[2,3-d]pyrimidin-4-yl)-2-methylpiperazine-1-carboxylate